1-heptadecyl-2-eicosanoyl-sn-glycero-3-phosphocholine C(CCCCCCCCCCCCCCCC)OC[C@@H](OC(CCCCCCCCCCCCCCCCCCC)=O)COP(=O)([O-])OCC[N+](C)(C)C